CN1N=NC(=C1)C(=O)NCC=1SC(=NN1)C=1C=NN(C1)COCC[Si](C)(C)C 1-methyl-N-((5-(1-((2-(trimethylsilyl)ethoxy)methyl)-1H-pyrazol-4-yl)-1,3,4-thiadiazol-2-yl)methyl)-1H-1,2,3-triazole-4-carboxamide